CN1[C@H]2COC[C@@H]1CC(C2)OC2=CC=C(C=C2)NC2=NC=CC(=N2)NC=2C=NC1=CC(=CC=C1C2)OC 2-(p-{(1R,5S,7s)-9-methyl-3-oxa-9-azabicyclo[3.3.1]non-7-yloxy}phenylamino)-4-(7-methoxy-3-quinolylamino)pyrimidine